4-[(4-fluorophenyl)carbonyl]benzonitrile FC1=CC=C(C=C1)C(=O)C1=CC=C(C#N)C=C1